(4-bromo-2-methylbenzyl)-5-(tert-butyl)-1,3,4-oxadiazole-2-carboxamide BrC1=CC(=C(CNC(=O)C=2OC(=NN2)C(C)(C)C)C=C1)C